N-hydroxy-4-(4-methylpent-3-en-1-yl)-3-oxo-3,4-dihydro-2H-benzo[b][1,4]oxazine-6-carboxamide ONC(=O)C1=CC2=C(OCC(N2CCC=C(C)C)=O)C=C1